C(CCCCCCCCC)OC=1C=C(C=C(C1)OCCCCCCCCCC)CO (3,5-di(decyloxy)phenyl)methanol